diphenyl-1,3,5-hexanetriene C1(=CC=CC=C1)C(=CC=CC=C)C1=CC=CC=C1